CN(CC(COC(CCCCCCC\C=C/CCCCCCCC)=O)OC(CCCCCCC\C=C/CCCCCCCC)=O)C [3-(dimethylamino)-2-[(Z)-octadec-9-enoyl] oxypropyl](Z)-octadec-9-enoate